ClC=1C=C(C=NC1)B(O)O 5-CHLOROPYRIDINE-3-BORONIC ACID